BrC1=C(C=C(C(=O)N2CC=3N(CC2C)C(N(C3C(=O)NCC3=C(C=CC=C3)C3=NC=NC=C3)C3=CC=C(C=C3)OC3CC3)=O)C=C1)Cl 7-(4-bromo-3-chloro-benzoyl)-2-[4-(cyclopropoxy)phenyl]-6-methyl-3-oxo-N-[(2-pyrimidin-4-ylphenyl)methyl]-6,8-dihydro-5H-imidazo[1,5-a]pyrazine-1-carboxamide